N-(5-((1s,3s)-3-(4-(trifluoromethyl)phenyl)cyclobutoxy)-1H-indol-3-yl)isonicotinamide FC(C1=CC=C(C=C1)C1CC(C1)OC=1C=C2C(=CNC2=CC1)NC(C1=CC=NC=C1)=O)(F)F